C(C)(C)(C)OC(=O)N1[C@H]2CN(C[C@@H]1CC2)C2=NC(=NC1=C(C(=C(C=C21)F)Br)F)SC (1R,5S)-3-(7-bromo-6,8-difluoro-2-(methylthio)quinazolin-4-yl)-3,8-diazabicyclo[3.2.1]Octane-8-carboxylic acid tert-butyl ester